CC=1C(=NN(C1)CC(=O)OC)CN1C(C2=CC=C(C=C2C=N1)S(=O)(=O)C1=CC=CC=C1)=O methyl 2-(4-methyl-3-((1-oxo-6-(phenylsulfonyl)phthalazin-2(1H)-yl)methyl)-1H-pyrazol-1-yl)acetate